C1(CC1)CNC(=O)C=1N=C(SC1)C1=C(C=C(C(=C1)[N+](=O)[O-])N1C[C@H](N([C@H](C1)C)C)C)F N-(cyclopropylmethyl)-2-(2-fluoro-5-nitro-4-(cis-3,4,5-trimethylpiperazin-1-yl)phenyl)thiazole-4-carboxamide